5,5'-(2,3,5,6-tetramethyl-1,4-phenylene)bis(3,4-ethylenedioxythiophene) CC1=C(C(=C(C(=C1C)C1=C2C(=CS1)OCCO2)C)C)C2=C1C(=CS2)OCCO1